[2-[2-(allyloxy)ethoxy]-ethyl] glycidyl ether C(C1CO1)OCCOCCOCC=C